C(C)C=1N=C2N(C=CC=N2)C1C(=O)C1=CC=C(C=C1)OC 2-ethyl-3-[(4-methoxyphenyl)carbonyl]imidazo[1,2-a]pyrimidine